4-(2,5-Diazabicyclo[2.2.2]octan-2-yl)-7-(8-ethyl-7-fluoro-3-hydroxynaphthalen-1-yl)-2-((tetrahydro-1H-pyrrolizin-7a(5H)-yl)methoxy)-6,7-dihydropyrido[3,4-d]pyrimidin-8(5H)-one C12N(CC(NC1)CC2)C=2C1=C(N=C(N2)OCC23CCCN3CCC2)C(N(CC1)C1=CC(=CC2=CC=C(C(=C12)CC)F)O)=O